6-bromo-2,3-dihydro-1,2-benzothiazole 1,1-dioxide BrC1=CC2=C(CNS2(=O)=O)C=C1